4-[(2E)-3-Phenylprop-2-enoyl]phenyl 2-(acetylamino)-2-deoxyhexopyranoside CC(=O)NC1C(C(C(OC1OC2=CC=C(C=C2)C(=O)/C=C/C3=CC=CC=C3)CO)O)O